5-isobutyl-2,3,4,5-tetrahydro-1H-pyrido[4,3-b]indole trifluoroacetate FC(C(=O)O)(F)F.C(C(C)C)N1C2=C(C=3C=CC=CC13)CNCC2